3-(5-(4-methylpiperazine-1-carbonyl)pyridin-3-yl)-3-(5-(2-(5,6,7,8-tetrahydro-1,8-naphthyridin-2-yl)ethoxy)-1H-indazol-1-yl)propanoic acid CN1CCN(CC1)C(=O)C=1C=C(C=NC1)C(CC(=O)O)N1N=CC2=CC(=CC=C12)OCCC1=NC=2NCCCC2C=C1